2-[(3,5-dichloropyridin-4-yl)sulfanyl]-N-(3-{[3-(dimethylamino)propyl]amino}-1,1-dioxo-2,3-dihydro-1-benzothiophen-6-yl)-1,3-thiazole-5-carboxamide ClC=1C=NC=C(C1SC=1SC(=CN1)C(=O)NC1=CC2=C(C(CS2(=O)=O)NCCCN(C)C)C=C1)Cl